7-bromo-4-(2,5-difluoro-4-nitrophenoxy)quinoline Tert-Butyl-N-[(3R,4S)-4-(difluoromethyl)pyrrolidin-3-yl]carbamate C(C)(C)(C)OC(N[C@H]1CNC[C@@H]1C(F)F)=O.BrC1=CC=C2C(=CC=NC2=C1)OC1=C(C=C(C(=C1)F)[N+](=O)[O-])F